FC1(CC(C1)(C)CC1=C(C(=O)N)C=CC(=C1)C#CC1=C(C=CC=C1)F)F ((3,3-difluoro-1-methylcyclobutyl)methyl)-4-((2-fluorophenyl)ethynyl)benzamide